ClC=1C=C(CC=2C=CC(=NC2)NC(=O)C=2C(=NC(=NC2)COC)OC)C=CC1 N-(5-(3-chlorobenzyl)pyridin-2-yl)-4-methoxy-2-(methoxymethyl)pyrimidine-5-carboxamide